C1(=CC=CC=C1)C1=C(NC2=CC=C(C=C2)C2=CC=CC=C2)C=CC(=C1)C1=CC=CC=C1 2,4-diphenyl-N-(4-phenylphenyl)aniline